C(CCC)C1C(C1)CC(C(=O)OC(C1=NC=CC=C1CN1C(CC1)F)O)CCCCCCCCCC(CCCCCCCCC)OC(CCCN(C)C)=O (3-((2-fluoroazetidin-1-yl)methyl)pyridin-2-yl)methylene glycol (2-butylcyclopropyl)methyl-12-{[4-(dimethylamino)butanoyl]oxy}henicosanoate